6-[5,6-difluoro-4-[3-(hydroxymethyl)-3-methyl-pyrrolidin-1-yl]-8-(methylamino)-9H-pyrido[2,3-b]indol-3-yl]-1-methyl-4-oxo-1,8-naphthyridine-3-carboxylic acid FC1=C2C3=C(NC2=C(C=C1F)NC)N=CC(=C3N3CC(CC3)(C)CO)C=3C=C1C(C(=CN(C1=NC3)C)C(=O)O)=O